C[C@@H]1CC(C=C2CC[C@H](C[C@@]12C)C(=C)C)=O (4R,4aS,6R)-4,4a,5,6,7,8-hexahydro-4,4a-dimethyl-6-(1-methylvinyl)-naphthalen-2(3H)-one